NCC1=CC=C(C=C1)N1CC(NCC1)=O 4-(4-(aminomethyl)phenyl)piperazin-2-one